C(C)(=O)C=1NC(N(N1)C)=O 5-acetyl-2-methyl-4H-1,2,4-triazol-3-one